FC1=C(OC2CCC(CC2)(C(=O)O)C)C=C(C(=C1)OC)C(N[C@@H]1[C@H]2CC[C@@H]([C@@H]1C(NCC1(CCC1)C)=O)C2)=O 4-(2-fluoro-4-methoxy-5-(((1S,2R,3S,4R)-3-(((1-methylcyclobutyl)methyl)carbamoyl)bicyclo[2.2.1]heptan-2-yl)carbamoyl)phenoxy)-1-methylcyclohexane-1-carboxylic acid